Cl.N[C@@H](CCC(=O)N)[C@@H](C)OCC1=CC=C(C=C1)CCCOCCOCCCC1=CC=CC=2N(C(N(C21)C)=O)C2C(NC(CC2)=O)=O (4S,5R)-4-amino-5-[[4-[3-(2-[3-[1-(2,6-dioxopiperidin-3-yl)-3-methyl-2-oxo-1,3-benzodiazol-4-yl]propoxy]ethoxy)propyl]phenyl]meth-oxy]hexanamide hydrochloride